1-(2-thienyl)-5,6-dihydropyrrolo[2,1-a]isoquinoline-9-carboxamide S1C(=CC=C1)C=1C=CN2C1C1=CC(=CC=C1CC2)C(=O)N